1-(4-amino-4-carboxybutyl)pseudouridine triphosphate P(O)(=O)(OP(=O)(O)OP(=O)(O)O)OC[C@@H]1[C@H]([C@H]([C@@H](O1)C1=CN(C(=O)NC1=O)CCCC(C(=O)O)N)O)O